2-(1-(5-(trifluoromethyl)pyridin-2-yl)piperidin-4-yl)ethan-1-ol FC(C=1C=CC(=NC1)N1CCC(CC1)CCO)(F)F